tert-butyl ((R)-1-(7-bromo-8-fluoro-2-(((2R,7aS)-2-fluorotetrahydro-1H-pyrrolizin-7a(5H)-yl)methoxy)quinazolin-4-yl)-5,5-difluoropiperidin-3-yl)carbamate BrC1=CC=C2C(=NC(=NC2=C1F)OC[C@]12CCCN2C[C@@H](C1)F)N1C[C@@H](CC(C1)(F)F)NC(OC(C)(C)C)=O